O=C1NC(CCC1N1C(C2=CC(=CC=C2C1=O)F)=O)=O (2,6-dioxopiperidin-3-yl)-6-fluoroisoindoline-1,3-dione